normal nonyl acrylate C(C=C)(=O)OCCCCCCCCC